6-chloro-5-fluoro-3-methyl-2H-2,7-naphthyridin-1-one ClC=1C(=C2C=C(NC(C2=CN1)=O)C)F